C(C)(C)(C)OC(=O)N1[C@H](CC1)[C@]1(CN(CC1)C(=O)OCC1=CC=CC=C1)O benzyl (3S)-3-[(2R)-1-tert-butoxycarbonylazetidin-2-yl]-3-hydroxy-pyrrolidine-1-carboxylate